8-(((tert-butyldimethylsilyl)oxy)methyl)-6-fluoroisoquinoline [Si](C)(C)(C(C)(C)C)OCC=1C=C(C=C2C=CN=CC12)F